4-methylbenzenesulfonic acid oxygen [O].CC1=CC=C(C=C1)S(=O)(=O)O